(Z)-3-(4-bromo-1-methyl-1H-pyrazol-5-yl)-2-(4-methoxyphenyl)acrylonitrile BrC=1C=NN(C1\C=C(/C#N)\C1=CC=C(C=C1)OC)C